[6-(3,6-di-tert-butyl-9H-carbazol-9-yl)hexyl]phosphonic acid C(C)(C)(C)C=1C=CC=2N(C3=CC=C(C=C3C2C1)C(C)(C)C)CCCCCCP(O)(O)=O